(((2S,4S)-4-((2-(((3,5-Difluoropyridin-2-yl)oxy)methyl)pyridin-4-yl)oxy)-2-methylpiperidin-1-yl)methyl)-4-fluoro-1-(((S)-oxetan-2-yl)methyl)-1H-benzo[d]imidazole-6-carboxylic acid FC=1C(=NC=C(C1)F)OCC1=NC=CC(=C1)O[C@@H]1C[C@@H](N(CC1)CC1=NC2=C(N1C[C@H]1OCC1)C=C(C=C2F)C(=O)O)C